C(C)(=O)C1=CN(C2=C(N=C(C=C21)Br)C)CC(=O)OC(C)(C)C tert-Butyl 2-(3-acetyl-5-bromo-7-methyl-1H-pyrrolo[2,3-c]pyridin-1-yl)acetate